ClC1=NC=CC(=C1OC(F)(F)F)I 2-chloro-4-iodo-3-(trifluoromethoxy)pyridine